N1C(=NC2=C1C=CC=C2)C(=O)N[C@H](C(=O)N[C@H](C(=O)OC)C[C@H]2C(NCC2)=O)CC(C)C methyl (2S)-2-[[(2S)-2-(1H-benzimidazole-2-carbonylamino)-4-methyl-pentanoyl]amino]-3-[(3S)-2-oxopyrrolidin-3-yl]propanoate